bistrifluoromethylxanthosine FC(F)(F)C([C@@H]1[C@H]([C@H]([C@@H](O1)N1C=NC=2C(=O)NC(=O)NC12)O)O)(O)C(F)(F)F